[N+](=O)([O-])C1=CC=C(C2=NON=C21)NCCOC(C(=O)N)C 2-[2-[(4-nitro-2,1,3-benzooxadiazol-7-yl)amino]ethoxy]propionamide